3,3-dimethylcyclobutanecarboxylic acid CC1(CC(C1)C(=O)O)C